6-chloro-2-hydroxy-3-(((tetrahydro-2H-pyran-2-yl)oxy)methyl)benzaldehyde ClC1=CC=C(C(=C1C=O)O)COC1OCCCC1